N-tyrosylcarboxamide N[C@@H](CC1=CC=C(C=C1)O)C(=O)NC=O